C(C)(C)(C)OC(=O)N1C(CCC1)CC1=CC=C(C=C1)CN1C=CC2=CC(=CC=C12)N1N=C(C=C1C)C(N)=O (4-((5-(3-carbamoyl-5-methyl-1H-pyrazol-1-yl)-1H-indol-1-yl)methyl)benzyl)pyrrolidine-1-carboxylic acid tert-butyl ester